4-(3-(2-methoxyphenyl)pyrazolo[1,5-a]pyrimidin-5-yl)piperazine-1-carboxylic acid isopropyl ester C(C)(C)OC(=O)N1CCN(CC1)C1=NC=2N(C=C1)N=CC2C2=C(C=CC=C2)OC